4-(5-ethyl-2-methyl-3-benzofuranyl)-5-hydroxy-2,6-dimethyl-3(2H)-pyridazinone C(C)C=1C=CC2=C(C(=C(O2)C)C=2C(N(N=C(C2O)C)C)=O)C1